methyl 2-chloro-4-fluoro-5-isocyanobenzoate ClC1=C(C(=O)OC)C=C(C(=C1)F)[N+]#[C-]